3-methylene-1-[(3S)-pyrrolidin-3-yl]pyrrolidin-2-one trifluoroacetate FC(C(=O)O)(F)F.C=C1C(N(CC1)[C@@H]1CNCC1)=O